C(CCC)OC([O-])(OCCCC)OCCCC.[Zr+4].C(CCC)OC([O-])(OCCCC)OCCCC.C(CCC)OC([O-])(OCCCC)OCCCC.C(CCC)OC([O-])(OCCCC)OCCCC Zirconium tri-n-butoxymethoxide